8-(6-(2-(4-fluorophenylsulphonamido)ethoxy)-4-methylbenzo[d]Thiazol-2-yl)-3-(methoxymethyl)quinoxaline-6-carboxamide FC1=CC=C(C=C1)S(=O)(=O)NCCOC1=CC2=C(N=C(S2)C=2C=C(C=C3N=C(C=NC23)COC)C(=O)N)C(=C1)C